4-(6-chloro-2-((2-cycloprop-ylpyridin-3-yl)oxy)-4-(6,6-difluoro-1,4-diazepan-1-yl)-8-fluoroquinazolin-7-yl)-benzo[d]thiazol-2-amine ClC=1C=C2C(=NC(=NC2=C(C1C1=CC=CC2=C1N=C(S2)N)F)OC=2C(=NC=CC2)C2CC2)N2CCNCC(C2)(F)F